lithium malonate C(CC(=O)[O-])(=O)[O-].[Li+].[Li+]